1-Ethyl-4-propylpiperidinium fluoride [F-].C(C)[NH+]1CCC(CC1)CCC